CC(C(O)CO)(CCCCCCC)OC(C(O)CO)(C)CCCCCCC methylheptylglycerylether